2-{4-[6-amino-5-(p-chlorophenyl)-4-pyrimidinyl]-1H-pyrazol-1-yl}-2-phenylethanol NC1=C(C(=NC=N1)C=1C=NN(C1)C(CO)C1=CC=CC=C1)C1=CC=C(C=C1)Cl